8-(3,7-dimethylocta-2,6-dien-1-yl)-7-hydroxy-2-(2-oxopropyl)-5-pentyl-4H-benzo[d][1,3]dioxin-4-one CC(=CCC1=C(C=C(C2=C1OC(OC2=O)CC(C)=O)CCCCC)O)CCC=C(C)C